N-methylcyclohexanecarboxamide CNC(=O)C1CCCCC1